(S)-N-Methyl-1-(4-methylmorpholin-3-yl)methanamine CNC[C@@H]1N(CCOC1)C